(S)-5-(8-(3,3-difluoro-4-hydroxypyrrolidin-1-yl)imidazo[1,2-b]pyridazin-6-yl)pyrimidine-2,4(1H,3H)-dione FC1(CN(C[C@@H]1O)C=1C=2N(N=C(C1)C=1C(NC(NC1)=O)=O)C=CN2)F